Methyl ((1-(4-carbamoylbenzyl)-2-((4-(pyrrolidin-1-yl)phenyl)carbamoyl)-1H-indol-6-yl)(imino)methyl)carbamate C(N)(=O)C1=CC=C(CN2C(=CC3=CC=C(C=C23)C(=N)NC(OC)=O)C(NC2=CC=C(C=C2)N2CCCC2)=O)C=C1